COC(C1=CC(=NC(=C1)C([2H])([2H])[2H])C=1C=NN(C1O)C)=O 2-(5-hydroxy-1-methyl-1H-pyrazol-4-yl)-6-(methyl-d3)isonicotinic acid methyl ester